C1(CCCCC1)[C@H](C(=O)N1CCC2(C(CN(C2)C)C2=CC=C(C=C2)F)CC1)NC(C1=C(C=CC(=C1)C(F)(F)F)F)=O N-((1R)-1-cyclohexyl-2-(4-(4-fluorophenyl)-2-methyl-2,8-diazaspiro[4.5]decan-8-yl)-2-oxoethyl)-2-fluoro-5-(trifluoromethyl)benzamide